C(CCC)NC(=O)C1=CC(=NC(=C1)C=1N=NN(C1)C=1C(=C(C(=O)O)C=CC1)O)C=1N=NN(C1)C=1C(=C(C(=O)O)C=CC1)O 4'-((4-(butylcarbamoyl)pyridin-2,6-diyl)bis(1H-1,2,3-triazole-4,1-diyl))bis(2-hydroxybenzoic acid)